NC1=C(C(N(C2=C(C=CC=C12)C=1C=NC=CC1OC)C)=O)C(=O)NCCC 4-Amino-8-(4-methoxy-3-pyridyl)-1-methyl-2-oxo-N-propyl-quinoline-3-carboxamide